1-(3-Chlorobenzyl)-3,4-dimethyl-3-((phenylseleno)methyl)-5-(p-tolyl)-1H-pyrrol-2(3H)-one ClC=1C=C(CN2C(C(C(=C2C2=CC=C(C=C2)C)C)(C[Se]C2=CC=CC=C2)C)=O)C=CC1